5-((4-((1,1-Dioxidotetrahydrothiophen-2-yl)methyl)-6-fluoro-1H-indol-5-yl)oxy)-2-fluorobenzimidamide O=S1(C(CCC1)CC1=C2C=CNC2=CC(=C1OC=1C=CC(=C(C(N)=N)C1)F)F)=O